BrC1=CC=C(C=C1)CC(O)S(=O)(=O)[O-] 2-(4-bromophenyl)sulphonatoethanol